4-(6-(dimethylamino)pyridine-3-yl)pyridin CN(C1=CC=C(C=N1)C1=CC=NC=C1)C